N-(2-(4-((3-(2-methoxyethyl)-5-(trifluoromethoxy)benzyl)amino)butoxy)ethyl)-6-(pyridazin-4-yl)-1H-indazol-4-amine COCCC=1C=C(CNCCCCOCCNC=2C=3C=NNC3C=C(C2)C2=CN=NC=C2)C=C(C1)OC(F)(F)F